8-methoxy-13-hydroxy-9,11-octadecadienoic acid COC(CCCCCCC(=O)O)C=CC=CC(CCCCC)O